COC=1C=CC=C2C(=NC=NC12)NC 8-methoxy-N-methyl-quinazolin-4-amine